C(C)(C)(C)C1=CC=C(C=C1)N1N=C(C=C1C)C1CCNCC1 4-[1-(4-tert-butylphenyl)-5-methyl-pyrazol-3-yl]piperidine